8-methoxy-6-(3-(4-methyl-5-(1-methylpiperidin-4-yl)pyridin-2-yl)-4-(2,2,2-trifluoroethyl)-1H-pyrazol-5-yl)-[1,2,4]triazolo[1,5-a]pyridine COC=1C=2N(C=C(C1)C1=C(C(=NN1)C1=NC=C(C(=C1)C)C1CCN(CC1)C)CC(F)(F)F)N=CN2